FC1([C@H](CC[C@@]2([C@H]3CC[C@]4([C@H]([C@@H]3CC[C@@H]12)CC[C@@H]4[C@H](C)CCCC(C)(C)O)C)C)O)F (1R,3aS,3bS,5aR,7S,9aR,9bS,11aR)-6,6-difluoro-1-[(2R)-6-hydroxy-6-methylhept-2-yl]-9a,11a-dimethylhexadecahydro-1H-cyclopenta[1,2-a]phenanthrene-7-ol